tert-butyl (1-(5-(3-(ethyl(tetrahydro-2H-pyran-4-yl)amino)-4-methyl-5-(((6-methyl-2-oxo-4-propyl-1,2-dihydropyridin-3-yl)methyl)carbamoyl)phenyl) pyridine-2-yl)piperidin-4-yl)carbamate C(C)N(C=1C=C(C=C(C1C)C(NCC=1C(NC(=CC1CCC)C)=O)=O)C=1C=CC(=NC1)N1CCC(CC1)NC(OC(C)(C)C)=O)C1CCOCC1